C(C)(C)(C)OC(C1=NC=C(C=C1)N)=O 5-aminopicolinic acid tert-butyl ester